C(C(O)C)(=O)O.C(CCCCCCCCCCCCCCCCC)N stearylamine lactate